The molecule is a dibenzooxepine diterpenoid that is hexahydrodibenzo[b,e]oxepine-2-carboxylic acid with an isolated double bond between positions 6a and 7 and is substituted by a bromo, 2-[(1S,3S,6S)-3-bromo-6-hydroxy-2,2,6-trimethylcyclohexyl]ethyl and a methyl group at positions 9, 10 and 10 respectively (the 9S,10S,10aR stereoisomer). It is isolated from the Fijian red alga Callophycus serratus and exhibits antibacterial, antimalarial and anticancer activities. It has a role as a metabolite, an antibacterial agent, an antimalarial and an antineoplastic agent. It is a member of benzoic acids, a cyclic ether, a dibenzooxepine, a diterpenoid, an organobromine compound and a tertiary alcohol. C[C@@]1(CC[C@@H](C([C@@H]1CC[C@@]2([C@H](CC=C3[C@H]2CC4=C(C=CC(=C4)C(=O)O)OC3)Br)C)(C)C)Br)O